(1,4-diazepan-1-ylcarbonyl)-N-(2-fluoro-4-iodophenyl)thieno[2,3-b]pyridin-2-amine N1(CCNCCC1)C(=O)C1=C(SC2=NC=CC=C21)NC2=C(C=C(C=C2)I)F